O1C(=NCC1)NC(CC=1C=C(C(=O)NOC)C=CC1)C1=C(C=CC=C1)OC 3-[2-(4,5-dihydro-1,3-oxazol-2-ylamino)-2-(2-methoxyphenyl)ethyl]-N-methoxybenzamide